N2,N2-bis[(2,4-dimethoxyphenyl)methyl]-6-methyl-pyridine-2,3,4-triamine COC1=C(C=CC(=C1)OC)CN(C1=NC(=CC(=C1N)N)C)CC1=C(C=C(C=C1)OC)OC